BrC=1C=C(C(=O)N)C=C(N1)C1=NC=CC=C1 2-bromo-6-(2-pyridinyl)isonicotinamide